C(C=C)(=O)[O-].C(CCCCCCC)[Sn+](CCCCCCCC)CCCCCCCC trioctyltin acrylate